7-(4,6-Dimethyl-[1,3]oxazolo[4,5-c]pyridin-2-yl)-3-(1-ethylpiperidin-4-yl)-5-fluorocinnoline CC1=NC(=CC2=C1N=C(O2)C2=CC(=C1C=C(N=NC1=C2)C2CCN(CC2)CC)F)C